ClC=1C(=C2C(=NC1)NC(=N2)C2=CC=C(C=C2)N2CCN(CC2)CCO)NC2CCN(CC2)CC2=CC(=C(C=C2)O)OC 4-({4-[(6-Chloro-2-{4-[4-(2-hydroxyethyl)piperazin-1-yl]phenyl}-3H-imidazo[4,5-b]pyridin-7-yl)amino]piperidin-1-yl}methyl)-2-methoxyphenol